3-(trihydroxysilyl)propyl-dimethyl-octadecyl-ammonium chloride [Cl-].O[Si](CCC[N+](CCCCCCCCCCCCCCCCCC)(C)C)(O)O